3-carboxy-3-hydroxypentanedioic acid C(=O)(O)C(CC(=O)O)(CC(=O)O)O